FC(C(C(=O)N1CCOC2=C(C1)C=NC=C2C#N)(C)C)F 4-(3,3-DIFLUORO-2,2-DIMETHYL-PROPANOYL)-3,5-DIHYDRO-2H-PYRIDO[3,4-F][1,4]OXAZEPINE-9-CARBONITRILE